(2S,3S)-ethyl 3-((2-chloro-5-fluoro-6-(thiophen-2-yl)pyrimidin-4-yl)amino)bicyclo[2.2.2]octane-2-carboxylate ClC1=NC(=C(C(=N1)N[C@@H]1[C@H](C2CCC1CC2)C(=O)OCC)F)C=2SC=CC2